C1(CC1)C=1C=NN(C1CO[C@H]1[C@@H]2CN([C@H](C1)C2)C=2C=NC=NC2)C2=C(C=CC=C2Cl)Cl 5-[(1S,4S,5R)-5-{[4-Cyclopropyl-1-(2,6-dichlorophenyl)-1H-pyrazol-5-yl]methoxy}-2-azabicyclo[2.2.1]heptan-2-yl]pyrimidin